isopropyl methyl(5-(4,4,5,5-tetramethyl-1,3,2-dioxaborolan-2-yl)pyridin-3-yl)carbamate CN(C(OC(C)C)=O)C=1C=NC=C(C1)B1OC(C(O1)(C)C)(C)C